ClC1=CC(=C(C=C1)C1=CC=CC=2N1N=C(N2)N)OC(C)C 5-(4-chloro-2-isopropoxyphenyl)-[1,2,4]triazolo[1,5-a]pyridin-2-amine